N1(CCC1)CC#CC1=CC(=C(OCCCN2C(SC=C2C(=O)O)N2CCCC3=C2N=NC(=C3C)NC=3SC2=C(N3)C=CC=C2)C=C1)F 3-{4-[3-(Azetidin-1-yl)prop-1-yn-1-yl]-2-fluorophenoxylpropyl}-2-{3-[(1,3-benzothiazol-2-yl)amino]-4-methyl-5H,6H,7H,8H-pyrido[2,3-c]pyridazin-8-yl}-1,3-thiazole-4-carboxylic acid